2-methoxy-1-(1-methylcyclopropyl)-6-(4,4,5,5-tetramethyl-1,3,2-dioxaborolan-2-yl)-1H-benzo[d]Imidazole COC1=NC2=C(N1C1(CC1)C)C=C(C=C2)B2OC(C(O2)(C)C)(C)C